CC(C)(C)OC(=O)N(CC(=O)OC)C(=O)C=1C=2C=NN(C2C=CC1)C1OCCCC1 Methyl 2-[(2-methylpropan-2-yl)oxycarbonyl-[1-(oxan-2-yl)indazole-4-carbonyl]amino]acetate